CC1OC(CC(C1)N1C=2C=C(C(=CC2CC2=CC=CC=C12)OC)OCCCN1CCCC1)C N-(2,6-dimethyloxan-4-yl)-2-methoxy-3-[3-(pyrrolidin-1-yl)propoxy]acridin